N-((3R,4S)-3-Fluoro-1-(methylsulfonyl)piperidin-4-yl)-4-(1-(2-methyl-4-(((methyl-d3)amino)methyl)phenyl)-1H-pyrazol-4-yl)-5-(trifluoromethyl)pyrimidin-2-amine F[C@@H]1CN(CC[C@@H]1NC1=NC=C(C(=N1)C=1C=NN(C1)C1=C(C=C(C=C1)CNC([2H])([2H])[2H])C)C(F)(F)F)S(=O)(=O)C